COC(=O)[C@@H]1C[C@H](CCC1)OC=1C(=NC(=CC1)C=1N=NN(C1CNC(=O)O[C@H](C)CCC)C)C1CC1 (1S,3S)-methyl-3-((2-cyclopropyl-6-(1-methyl-5-(((((R)-pentan-2-yloxy)carbonyl)amino)methyl)-1H-1,2,3-triazol-4-yl)pyridin-3-yl)oxy)cyclohexanecarboxylate